C(C1=CC=CC=C1)N1CCCN(CCN(CCC1)CC=1C(=C(C=C(C1)C)C(C(=O)N)(CO)O)O)CC=1C(=C(C=C(C1)C)C(C(=O)N)(CO)O)O N'-{(8-benzyl-1,4,8-triazacycloundecane-1,4-diyl)bis[methylene(2-hydroxy-5-methyl-3,1-phenylene)]}bis(2,3-dihydroxypropanamide)